FC(OC1=CC=C(C=C1)C1=CN=C2N1C=CN=C2NC2=CC(=C(C=C2)C(=O)N2CCN(CC2)C(=O)C=2CCNCC2)C)F [4-[[3-[4-(difluoromethoxy)phenyl]imidazo[1,2-a]pyrazin-8-yl]amino]-2-methylphenyl]-[4-(1,2,3,6-tetrahydropyridine-4-carbonyl)piperazin-1-yl]methanone